S1C2=C(C=C1)C(=CC=C2)C=2C(=NC(=CC2)N)N 3-(benzo[b]thiophen-4-yl)pyridine-2,6-diamine